C(C)NC([C@@H](N)CC(=O)N)=O n-ethylaspartamid